N-[(4S,5S)-7-ethyl-4-(4-fluorophenyl)-3-methyl-6-oxo-1-phenyl-1H,4H,5H,6H,7H-pyrazolo[3,4-b]pyridin-5-yl]-5-methylthiophene-2-carboxamide C(C)N1C2=C([C@@H]([C@@H](C1=O)NC(=O)C=1SC(=CC1)C)C1=CC=C(C=C1)F)C(=NN2C2=CC=CC=C2)C